5-(4-cyclopropyl-1H-imidazol-1-yl)-N-(6-(5-ethynyl-6,7-dihydro-5H-pyrrolo[2,1-c][1,2,4]triazol-3-yl)pyridin-2-yl)-2-fluoro-4-methylbenzamide C1(CC1)C=1N=CN(C1)C=1C(=CC(=C(C(=O)NC2=NC(=CC=C2)C=2N3C(=NN2)CCC3C#C)C1)F)C